BrCCC(C)C 1-bromo-3-Methyl-butane